S1N=C(C2=C1C=CC=C2)N2CCN(CC2)CCN2C(N1C(C=C2)=NC(=C1)C)=O 6-[2-(4-benzo[d]isothiazol-3-yl-piperazin-1-yl)-ethyl]-2-methyl-6H-imidazo[1,2-c]pyrimidin-5-one